3-(5-((cis)-3-(trifluoromethoxy)cyclobutyl)-1H-imidazol-2-yl)bicyclo[1.1.1]pentan-1-amine FC(O[C@H]1C[C@H](C1)C1=CN=C(N1)C12CC(C1)(C2)N)(F)F